(2R)-2-[3-(5-chloro-2-{[(2S)-1-hydroxypropan-2-yl]amino}pyrimidin-4-yl)-5-oxo-5H,6H,7H-pyrrolo[3,4-b]pyridin-6-yl]-N-[(1S)-2-hydroxy-1-(3-methylphenyl)ethyl]propanamide ClC=1C(=NC(=NC1)N[C@H](CO)C)C=1C=C2C(=NC1)CN(C2=O)[C@@H](C(=O)N[C@H](CO)C2=CC(=CC=C2)C)C